N-[3-[[2-Chloro-4-[[5-(2,3-difluoro-4-methoxyphenyl)-1-methylimidazol-2-carbonyl]amino]benzoyl]amino]cyclobutyl]piperidin-4-carboxamid ClC1=C(C(=O)NC2CC(C2)NC(=O)C2CCNCC2)C=CC(=C1)NC(=O)C=1N(C(=CN1)C1=C(C(=C(C=C1)OC)F)F)C